5-ethyl-N-(pyridin-2-yl)picolinamide C(C)C=1C=CC(=NC1)C(=O)NC1=NC=CC=C1